BrC1=CC(=C(C=C1)S(=O)(=O)N1C[C@@H]([C@@](C1)(CO)O)S(=O)(=O)C1=CC=C(C#N)C=C1)OC 4-(((3S,4R)-1-((4-bromo-2-methoxyphenyl)sulfonyl)-4-hydroxy-4-(hydroxymethyl)pyrrolidin-3-yl)sulfonyl)benzonitrile